NC=1N=NC(=CC1N1CC2CCC(C1)N2C2=NC=C(C=N2)C2CCN(CC2)C2CCN(CC2)C(=O)OC(C)(C)C)C2=C(C=CC=C2)O tert-butyl 4-[4-[2-[3-[3-amino-6-(2-hydroxyphenyl)pyridazin-4-yl]-3,8-diazabicyclo[3.2.1]octan-8-yl]pyrimidin-5-yl]-1-piperidyl]piperidine-1-carboxylate